ClC1=C(C=CC=C1C(NC1CCOCC1)=O)NC1=C(C=C(C(=O)N=C2NCCN2)C=C1)C1CC1 4-({2-chloro-3-[(oxan-4-yl)carbamoyl]phenyl}amino)-3-cyclopropyl-N-[(2E)-imidazolidin-2-ylidene]benzamide